NC1=NC=CC(=C1)O 2-aminopyridin-4-ol